C(C1=CC=CC=C1)O[C@@H]1[C@@H](CO[C@@H]([C@@H]1OCC1=CC=CC=C1)COCC1=CC=CC=C1)CNC(C(F)(F)F)=O N-(((3R,4R,5R,6R)-4,5-bis(benzyloxy)-6-((benzyloxy)methyl)tetrahydro-2H-pyran-3-yl)methyl)-2,2,2-trifluoroacetamide